NC1=NC(=C2N(C(N(C2=N1)[C@H]1CN(CC1)C(C#CC)=O)=O)C1=CC=C(C=C1)OC1=CC=CC=C1)N (R)-2,6-diamino-9-(1-(but-2-ynoyl)pyrrolidin-3-yl)-7-(4-phenoxyphenyl)-7,9-dihydro-8H-purin-8-one